tert-Butyl 3-{3-[1-(4-amino-3-methyl-1H-pyrazolo[3,4-d]pyrimidin-1-yl)ethyl]-5-chloro-2-ethoxy-6-fluorophenyl}azetidine-1-carboxylate NC1=C2C(=NC=N1)N(N=C2C)C(C)C=2C(=C(C(=C(C2)Cl)F)C2CN(C2)C(=O)OC(C)(C)C)OCC